3-(2-(4-((2-(2-(1-(azetidin-3-yl)piperidin-4-yl)-2,7-diazaspiro[3.5]nonan-7-yl)pyrimidin-4-yl)methoxy)phenyl)propan-2-yl)-5-chlorobenzonitrile trifluoroacetate FC(C(=O)O)(F)F.N1CC(C1)N1CCC(CC1)N1CC2(C1)CCN(CC2)C2=NC=CC(=N2)COC2=CC=C(C=C2)C(C)(C)C=2C=C(C#N)C=C(C2)Cl